BrC1=C(N=C2N(C1=O)C=CC=C2C2=CC(=C(C(=O)N(C)C1CC1)C=C2)F)C(F)(F)F 4-(3-bromo-4-oxo-2-(trifluoromethyl)-4H-pyrido[1,2-a]pyrimidin-9-yl)-N-cyclopropyl-2-fluoro-N-methylbenzamide